NCC1=CC=C(C=C1)NC(=O)C1=CC2=C(OCCC3=C2SC=C3)C=C1C=1C(=NC(=CC1)C(NCC1=C(C(=CC=C1)Cl)F)=O)C(=O)O 3-(9-((4-(aminomethyl)phenyl)carbamoyl)-4,5-dihydrobenzo[b]thieno[2,3-d]oxepin-8-yl)-6-((3-chloro-2-fluorobenzyl)carbamoyl)picolinic acid